FC1=CC=C(C=C1)C=1N=CN2C1C1=CC(=C(C=C1CC2)OC)B(O)O (1-(4-fluorophenyl)-8-methoxy-5,6-dihydroimidazo[5,1-a]isoquinolin-9-yl)boronic acid